C(CCCCCCCCCCC\C=C/CCCCCCCC)(=O)OCC(=O)NCC1=CC(=C(C=C1)O)OC (Z)-2-((4-hydroxy-3-methoxybenzyl)amino)-2-oxoethyl docos-13-enoate